azocoumarin C1=CC=C2C(=C1)C=C(C(=O)O2)N=NC3=CC4=CC=CC=C4OC3=O